3,4,5-trimethoxy-phenyl-allyl alcohol COC=1C=C(C=C(C1OC)OC)C=CCO